3-(3,5-difluorophenyl)-5-methyl-4H-isoxazole-5-carboxylic acid chloride FC=1C=C(C=C(C1)F)C1=NOC(C1)(C(=O)Cl)C